ClC1=C(C(=NN1C)C)C=O 5-CHLORO-1,3-DIMETHYL-1H-PYRAZOLE-4-CARBALDEHYDE